FC(S(=O)(=O)OC=1N=C2C(=NC1C)N=C(C=C2)Cl)(F)F 6-chloro-3-methylpyrido[2,3-b]pyrazin-2-yl trifluoromethanesulfonate